C1(=CC=CC=C1)C1(C2=CC=CC=C2C=2C=CC=CC12)C=1C=C(C=CC1)NC1=CC=C(C=C1)C1=CC=CC=C1 N-(3-(9-phenyl-9H-fluoren-9-yl)phenyl)-[1,1'-biphenyl]-4-amine